5-amino-2-(trifluoromethyl)-6,7-dihydro-5H-cyclopenta[b]pyridin-6-ol NC1C(CC2=NC(=CC=C21)C(F)(F)F)O